C(=O)(OCC1=CC=CC=C1)N[C@@H](CO)C(=O)O L-N-CbzSerine